tert-butyl 2-bromo-6-(((2-((S)-2,2-dimethylcyclopropane-1-carbonyl)-6-(1-(4-fluorobenzyl)-1H-pyrazole-4-carbonyl)-2,6-diazaspiro[3.4]octan-8-yl)methoxy)methyl)benzoate BrC1=C(C(=O)OC(C)(C)C)C(=CC=C1)COCC1CN(CC12CN(C2)C(=O)[C@@H]2C(C2)(C)C)C(=O)C=2C=NN(C2)CC2=CC=C(C=C2)F